S(=O)(=O)(C1=CC=C(C)C=C1)N1C(=CC2=CC=CC=C12)B(O)O (1-tosyl-1H-indol-2-yl)boronic acid